BrC=1C=C(CCC2=NN=NN2)C=CC1 5-(3-bromophenethyl)-1H-tetrazole